(E)-3-(4-methoxy-3,5-dimethylphenyl)-1-(4-(methylthio)phenyl)prop-2-en-1-one COC1=C(C=C(C=C1C)/C=C/C(=O)C1=CC=C(C=C1)SC)C